2-(2,5-dichlorophenyl)-N-[1-(3,5-difluorophenyl)-5-oxopyrrolidin-3-yl]acetamide ClC1=C(C=C(C=C1)Cl)CC(=O)NC1CN(C(C1)=O)C1=CC(=CC(=C1)F)F